ClC1=CC(=C(C(=C1)O)O)C=NC1=CC=C(C=C1)Cl 5-chloro-3-((4-chlorophenylimino)meth-yl)benzene-1,2-diol